C(C)(C)(C)NCC1=C2C=CNC2=CC=C1OC=1C=C(C=CC1)C=1NC(=CN1)C(C=1C=C(C=CC1)CCC(=O)O)O 3-(3-((2-(3-((4-((tert-Butylamino)methyl)-1H-indol-5-yl)oxy)phenyl)-1H-imidazol-5-yl)(hydroxy)methyl)phenyl)propanoic acid